O1COC=2C(=NC=CC21)C=O [1,3]dioxolo[4,5-c]pyridine-4-carbaldehyde